C(C)(C)(C)C=1C=CC=2N(C3=CC=C(C=C3C2C1)C(C)(C)C)C1=C(C(=CC(=C1)C(C)(CC(C)(C)C)C)C1=CC(=CC(=C1)F)C(F)(F)F)O 3-(3,6-di-tert-butyl-9H-carbazol-9-yl)-5'-fluoro-3'-trifluoromethyl-5-(2,4,4-trimethylpentan-2-yl)biphenyl-2-ol